NC1=CC=C(C=C1)N=C1C(C2=CC=CC3=CC=CC1=C23)=NC2=CC=C(C=C2)N 1,2-bis-(p-aminophenylimino)-acenaphthene